ClCC(C(F)(F)F)N1C2=C(NC(C3=C1C=CC(=C3)F)=O)C=CC=C2 5-(3-chloro-1,1,1-trifluoropropan-2-yl)-2-fluoro-5,10-dihydro-11H-dibenzo[b,e][1,4]diazepin-11-one